COC1=C(SC=C1)C(=O)N1CCC(CC1)OC=1C=CC=C2C(=NN(C12)C)C1C(NC(CC1)=O)=O 3-(7-((1-(3-Methoxythiophene-2-carbonyl)piperidin-4-yl)oxy)-1-methyl-1H-indazol-3-yl)piperidine-2,6-dione